NC=1C(=NC(=NC1C1=C2C=NNC2=CC=C1C)C1=C(C=CC=C1)NS(=O)(=O)C)C(=O)N 5-amino-6-(5-methyl-1H-indazol-4-yl)-2-(2-(methylsulfonamido)phenyl)pyrimidine-4-carboxamide